FC1=CC=C(OC[C@@H]2N(C3CC([C@H]2C)C3)C(=O)C=3N=C(SC3C3=NC=CC=N3)C)C=C1 (3R,4R)-3-[(4-Fluorophenoxy)methyl]-4-methyl-2-[2-methyl-5-(pyrimidin-2-yl)-1,3-thiazol-4-carbonyl]-2-azabicyclo[3.1.1]heptan